C#CCCCCCCCC.[Co] cobalt (1-decyne)